CC(C(CC)C)NCC1(COC1)C N-(1,2-dimethylbutyl)-3-methyl-3-oxetanylmethylamine